BrC=1C=C2N(N=CC(=C2NC2C[C@H]3CC[C@@H](C2)N3CC(=O)OC)C(N)=NC3=C(C=C(C=C3)O[Si](C)(C)C(C)(C)C)Cl)C1 methyl 2-[(1R,3s,5S)-3-[[6-bromo-3-[N'-[4-[tert-butyl(dimethyl)silyl]oxy-2-chloro-phenyl]-carbamimidoyl]pyrrolo[1,2-b]pyridazin-4-yl]amino]-8-azabicyclo[3.2.1]octan-8-yl]acetate